NCCC[C@H](C(=O)O)NC(=O)OC(C)(C)C (2R)-5-amino-2-((tert-butoxycarbonyl)amino)pentanoic acid